N-(5-(3,5-difluorobenzyl)-1H-indazol-3-yl)-4-(4-(4-(2,6-dioxopiperidin-3-yl)benzyl)piperazin-1-yl)-2-((tetrahydro-2H-pyran-4-yl)amino)benzamide FC=1C=C(CC=2C=C3C(=NNC3=CC2)NC(C2=C(C=C(C=C2)N2CCN(CC2)CC2=CC=C(C=C2)C2C(NC(CC2)=O)=O)NC2CCOCC2)=O)C=C(C1)F